FC=1C=C(C=C(C1)F)[C@@H]1CC=NN1C(=O)N1CCNCC1 (S)-(5-(3,5-difluorophenyl)-4,5-dihydro-1H-pyrazol-1-yl)(piperazin-1-yl)methanone